(2-(2-(difluoromethoxy)-7-methylquinoxalin-5-yl)benzo[d]thiazol-7-yl)methylcarbamic acid tert-butyl ester C(C)(C)(C)OC(NCC1=CC=CC=2N=C(SC21)C2=C1N=CC(=NC1=CC(=C2)C)OC(F)F)=O